methyl (S)-2-(4-(6-((6-chloro-2-fluoropyridin-3-yl)methoxy)pyridin-2-yl)-2,5-difluorobenzyl)-1-(4,4-dimethyltetrahydrofuran-3-yl)-1H-benzo[d]imidazole-6-carboxylate ClC1=CC=C(C(=N1)F)COC1=CC=CC(=N1)C1=CC(=C(CC2=NC3=C(N2[C@@H]2COCC2(C)C)C=C(C=C3)C(=O)OC)C=C1F)F